(3S,6S)-3-(((tert-Butyldimethylsilyl)oxy)methyl)-1,4,6-trimethylpiperazine-2,5-dione [Si](C)(C)(C(C)(C)C)OC[C@H]1C(N([C@H](C(N1C)=O)C)C)=O